2-[6-(Azetidin-3-yl)-3-methylimidazo[1,5-a]pyridin-8-yl]-5-fluorobenzoic acid ethyl ester C(C)OC(C1=C(C=CC(=C1)F)C=1C=2N(C=C(C1)C1CNC1)C(=NC2)C)=O